CN(C(C)[C-]1C=CC=C1)C.[CH-]1C=CC=C1.[Fe+2] dimethyl-1-ferrocenylethylamine